(R)-2-(1-Methyl-7-((1-methylpiperidin-3-yl)amino)-1H-pyrazolo[3,4-d]pyridazine-4-yl)-5-(trifluoromethyl)phenol CN1N=CC=2C1=C(N=NC2C2=C(C=C(C=C2)C(F)(F)F)O)N[C@H]2CN(CCC2)C